1,6-dimethyl-1,2,3-benzotriazole CN1N=NC2=C1C=C(C=C2)C